C(C)(C)(C)OC(=O)NC1(CN(CCCC1)C(=O)OC(C)(C)C)CCC=1OC(=C(C(C1)=O)O)C(=O)OC tert-Butyl 3-((tert-butoxycarbonyl)amino)-3-(2-(5-hydroxy-6-(methoxycarbonyl)-4-oxo-4H-pyran-2-yl)ethyl)azepane-1-carboxylate